3-(4-((11-bromoundec-anyl)thio)-1-oxoisoindolin-2-yl)piperidine-2,6-dione BrCCCCCCCCCCCSC1=C2CN(C(C2=CC=C1)=O)C1C(NC(CC1)=O)=O